NC1=C(C(=NC=N1)OC=1C=C(C=CC1)NC(C=C)=O)C=1C=NN(C1)CC1=CC=C(C=C1)C#N N-(3-((6-amino-5-(1-(4-cyanobenzyl)-1H-pyrazol-4-yl)pyrimidin-4-yl)oxy)phenyl)acrylamide